CN1N=NC(=C1C1=C2C(=NC(=C1)N1[C@@H](COCC1)C)C(=NS2)C2=CC=NN2C2OCCCC2)C (3R)-4-(7-(1,4-dimethyl-1H-1,2,3-triazol-5-yl)-3-(1-(tetrahydro-2H-pyran-2-yl)-1H-pyrazol-5-yl)isothiazolo[4,5-b]pyridin-5-yl)-3-methylmorpholine